3-bromo-9,9-dimethyl-5,8,9,10-tetrahydro-6H-pyrido[2,3-e]Pyrimido[1,2-c]Pyrimidin-6-one BrC1=CC2=C(C=3N(C(N2)=O)CC(CN3)(C)C)N=C1